(R)-3-((R)-2-(2-aminopyrimidine-4-carboxamido)-2-(3-fluoro-4-phosphonophenyl)acetamido)-2-hydroxy-3,4-dihydro-2H-benzo[e][1,2]oxaborinine-8-carboxylic acid NC1=NC=CC(=N1)C(=O)N[C@@H](C(=O)N[C@@H]1B(OC2=C(C1)C=CC=C2C(=O)O)O)C2=CC(=C(C=C2)P(=O)(O)O)F